methyl 2-(bromo-methyl)benzoate BrCC1=C(C(=O)OC)C=CC=C1